BrC1=NC=CC(=C1)N1C(CN(CC1)C(=O)OC(C)(C)C)=O tert-butyl 4-(2-bromo-4-pyridyl)-3-oxo-piperazine-1-carboxylate